12-benzhydryl-4-hydroxy-10-methyl-7,8,9,10-tetrahydro-12H-dipyridazino[1,2-a:1',6'-d][1,2,4]triazine-3,5-dione C(C1=CC=CC=C1)(C1=CC=CC=C1)C1N2N(C(C=3N1N=CC(C3O)=O)=O)CCCC2C